CC1(C=CC(C1C(=O)[O-])=O)C 5,5-DIMETHYL-2-OXO-3-CYCLOPENTEN-1-CARBOXYLAT